C(#N)/C=C/C(=O)N(C)C (E)-3-cyano-N,N-dimethyl-prop-2-enamide